C(C)OC(=O)C=1N=CN(C1)[C@@H](C)C1=NC=CC=C1 1-[(1S)-1-(2-pyridyl)ethyl]-1H-imidazole-4-carboxylic acid ethyl ester